S1CN=CN=C1 2H-1,3,5-thiadiazine